Cl.C1S(CC12CNC2)(=O)=O 2-thia-6-azaspiro-[3.3]heptane 2,2-dioxide-HCl